C[C@H]1N([C@@H](CN(C1)C1=NC=C(C=N1)C(F)(F)F)C)C(=O)OC1(CC2(CN(C2)CC2=CC=CC=C2)C1)C 2-benzyl-6-methyl-2-azaspiro[3.3]heptan-6-yl (2R,6R)-2,6-dimethyl-4-[5-(trifluoromethyl)pyrimidin-2-yl]piperazine-1-carboxylate